C(C=C)S(=O)(=O)C1=NC2=C(N1CC(=O)O)C=CC=C2 (2-allyl-sulfonyl-benzimidazole-1-yl)-acetic acid